9-ethyl-2-hydrazino-6-(piperidin-1-yl)-8-(pyridin-4-yl)-9H-purine C(C)N1C2=NC(=NC(=C2N=C1C1=CC=NC=C1)N1CCCCC1)NN